cis-tributyl aconitate C(C=C(C(=O)OCCCC)CC(=O)OCCCC)(=O)OCCCC